2-(6-(((1S,4S,5S,6S)-6-fluoro-1-methyl-2-azabicyclo[2.2.2]octan-5-yl)(methyl)amino)pyridazin-3-yl)-5-(1H-imidazol-1-yl)phenol F[C@H]1[C@H]([C@@H]2CN[C@]1(CC2)C)N(C2=CC=C(N=N2)C2=C(C=C(C=C2)N2C=NC=C2)O)C